C(#N)C1=C(C=CC(=C1)OCC)NN 2-Cyano-4-ethoxyphenylhydrazine